3-(5-fluoropyrimidin-2-yl)-3-azabicyclo[4.1.0]heptane-6-carboxylic acid FC=1C=NC(=NC1)N1CC2CC2(CC1)C(=O)O